CC(C)(C1=CC=C(C=C1)O)C1=CC=C(C=C1)C(C)(C1=CC=C(C=C1)O)C1=CC=C(C=C1)O 1-[α-methyl-α-(4-hydroxyphenyl)ethyl]-4-[α,α-bis(4-hydroxyphenyl)ethyl]benzene